N-(5-(4,4-difluoropiperidin-1-yl)imidazo[1,2-a]pyridin-7-yl)-4-iodo-2-(6-azaspiro[2.5]oct-6-yl)benzamide FC1(CCN(CC1)C1=CC(=CC=2N1C=CN2)NC(C2=C(C=C(C=C2)I)N2CCC1(CC1)CC2)=O)F